C12(CC3CC(CC(C1)C3)C2)CCOCCNC(=O)C2=NN(C(=C2C)C2=CC=C(C=C2)Cl)C2=C(C=C(C=C2)Cl)Cl N-(2-(2-((3r,5r,7r)-adamantan-1-yl)ethoxy)ethyl)-5-(4-chloro-phenyl)-1-(2,4-dichlorophenyl)-4-methyl-1H-pyrazole-3-carboxamide